C(#N)C=1C(=NC(=NC1)C1CC1)N1CC2=CC=CN3C2=C(C1)C=C3C(=O)NCC3CC3 2-(5-cyano-2-cyclopropylpyrimidin-4-yl)-N-(cyclopropylmethyl)-2,3-dihydro-1H-pyrrolo[3,2,1-ij][1,6]naphthyridine-5-carboxamide